methyl 4-[[4-(trifluoromethyl) phenyl]methyl]pyrazolo[1,5-a]pyridine-3-carboxylate FC(C1=CC=C(C=C1)CC=1C=2N(C=CC1)N=CC2C(=O)OC)(F)F